CC1(OCC2=C1N=C(N=C2)C(=O)N[C@H]2COC1=C(N(C2=O)C)C=CC=C1)CC(F)(F)F 7-methyl-N-[(3S)-5-methyl-4-oxo-2,3-dihydro-1,5-benzoxazepin-3-yl]-7-(2,2,2-trifluoroethyl)-5H-furo[3,4-d]pyrimidine-2-carboxamide